C(C)(=O)OCCCCCCCCC=CC=CCC tetradec-9,11-dien-1-yl acetate